1-(1-Boc-4-piperidyl)pyrazol-4-boronic acid pinacol ester C(=O)(OC(C)(C)C)N1CCC(CC1)N1N=CC(=C1)B1OC(C)(C)C(C)(C)O1